2,4-dimethoxy-N-(8'-(trifluoromethoxy)-4'H-spiro[cyclopropane-1,5'-naphtho[2,1-d]isoxazol]-3'-yl)pyridine-3-sulfonamide COC1=NC=CC(=C1S(=O)(=O)NC1=NOC2=C1CC1(C3=CC=C(C=C32)OC(F)(F)F)CC1)OC